Z-7-undecenyl acetate C(C)(=O)OCCCCCC\C=C/CCC